C(C=C)N[C@H](C(=O)O)CCC(=O)N[C@@H](CS)C(=O)NCC(=O)O Allyl-glutathione